tert-butyl 4-(4-(2-(tert-butoxy)-2-oxoethyl)-5-ethyl-2-(2-methoxypyridin-4-yl)-7-oxo-4,7-dihydrothiazolo[5,4-b]pyridin-6-yl)piperazine-1-carboxylate C(C)(C)(C)OC(CN1C2=C(C(C(=C1CC)N1CCN(CC1)C(=O)OC(C)(C)C)=O)N=C(S2)C2=CC(=NC=C2)OC)=O